OC[C@H](C=1C=NC=CC1)NC(=O)C=1C=2C[C@@H]3[C@H](C2N(N1)C1=C(C=C(C=C1)F)F)C3 (1aR,5aR)-2-(2,4-Difluoro-phenyl)-1a,2,5,5a-tetrahydro-1H-2,3-diaza-cyclopropa[a]pentalene-4-carboxylic acid ((S)-2-hydroxy-1-pyridin-3-yl-ethyl)-amide